N(=O)CCCCN nitroson-butylamine